FC(C1=CC=CC(=N1)NC(=O)C=1N=C(C=2N(C1)C=C(N2)[C@]21CO[C@](CC2)(C1)C)OC(C)C)F N-(6-(difluoromethyl)pyridin-2-yl)-8-isopropoxy-2-((1R,4S)-1-methyl-2-oxabicyclo[2.2.1]heptan-4-yl)imidazo[1,2-a]pyrazine-6-carboxamide